F[C@@H]1[C@H](CNC1)NC1=NC=CC(=N1)C1=CN=C2N1C=C(C=C2)C(C)(C)O 2-(3-(2-(((3S,4S)-4-fluoropyrrolidin-3-yl)amino)pyrimidin-4-yl)imidazo[1,2-a]pyridin-6-yl)propan-2-ol